Neodymium (2,2-dibutyl-octanoic acid) C(CCC)C(C(=O)O)(CCCCCC)CCCC.[Nd]